C1OP(OOC1)(O)=O ethylenedioxyphosphonic acid